C(C)OCC1=C(C2=C(N(C(N(C2=O)CCO)=O)CCC2=CC=CC=C2)S1)C 6-(ethoxymethyl)-3-(2-hydroxyethyl)-5-methyl-1-(2-phenylethyl)-1H,2H,3H,4H-thieno[2,3-d]pyrimidine-2,4-dione